N-(3-hydroxy-2-methoxypropyl)-3-methoxybenzamide OCC(CNC(C1=CC(=CC=C1)OC)=O)OC